C(#N)B1C(C(=CC=C1C#N)C#N)C#N 1,2,3,6-tetracyano-2H-borinine